1-(2,5-dichloropyrimidin-4-yl)-1H-indole-3-carboxylic acid methyl ester COC(=O)C1=CN(C2=CC=CC=C12)C1=NC(=NC=C1Cl)Cl